3',6-dichloro-4-(2-(4-hydroxyphenyl)propan-2-yl)-[1,1'-biphenyl]-2-carbonitrile ClC=1C=C(C=CC1)C=1C(=CC(=CC1Cl)C(C)(C)C1=CC=C(C=C1)O)C#N